8-(1-(tert-butyl)-3-(4-chloro-3-fluorophenyl)-1H-pyrrolo[2,3-b]pyridine-6-carbonyl)-6,6-dimethyl-1,3,8-triazaspiro[4.5]decane-2,4-dione C(C)(C)(C)N1C=C(C=2C1=NC(=CC2)C(=O)N2CC(C1(C(NC(N1)=O)=O)CC2)(C)C)C2=CC(=C(C=C2)Cl)F